3-Cyano-N-(3-(imidazo[4,5-d]pyrrolo[2,3-b]pyridin-1(6H)-yl)bicyclo[1.1.1]pentan-1-yl)propionamide C(#N)CCC(=O)NC12CC(C1)(C2)N2C=NC=1C2=C2C(=NC1)NC=C2